N1(CCCC1)C/C=C/C(=O)O (E)-4-(pyrrolidin-1-yl)but-2-enoic acid